OC=1C=C(C=CC1OC)[C@H]1COC2=C(C1)C=CC=C2 (S)-3-(3-hydroxy-4-methoxyphenyl)-3,4-dihydro-2H-1-benzopyran